1-(2-(diethylamino)ethyl)-3-(4-methyl-2-(4-(piperidin-4-ylmethyl)piperazin-1-yl)quinolin-6-yl)thiourea C(C)N(CCNC(=S)NC=1C=C2C(=CC(=NC2=CC1)N1CCN(CC1)CC1CCNCC1)C)CC